COCC(COC)C1OCCC1 2-(1,3-dimethoxypropan-2-yl)tetrahydrofuran